4-oxocyclohexanesulfonyl chloride O=C1CCC(CC1)S(=O)(=O)Cl